2-[N-(2-aminoethyl)amino]ethyltrimethoxysilane NCCNCC[Si](OC)(OC)OC